CC1=C(C=C(C(=C1)C)C1=NOC2C1CCOC2)NS(=O)(=O)C(F)(F)F N-[2,4-dimethyl-5-(3a,4,7,7a-tetrahydro-5H-pyrano[4,3-d]isoxazol-3-yl)phenyl]-1,1,1-trifluoromethanesulfonamide